1-methanesulfonyl-N-[7-(3-methylbutan-2-yl)imidazo[4,3-f][1,2,4]triazin-2-yl]piperidin-4-amine CS(=O)(=O)N1CCC(CC1)NC1=NN2C(C=N1)=CN=C2C(C)C(C)C